dimethylallyl-silanylethanol CC(=CCC(C)(O)[SiH3])C